tert-butyl 6-((tert-butoxycarbonyl)(4-chlorobenzyl)carbamoyl)-7-methyl-1-oxo-3,4-dihydropyrrolo[1,2-a]pyrazine-2(1H)-carboxylate C(C)(C)(C)OC(=O)N(C(=O)C1=C(C=C2N1CCN(C2=O)C(=O)OC(C)(C)C)C)CC2=CC=C(C=C2)Cl